O=C(C(=O)N)N1[C@H](CC[C@@H](C1)C)C1=NN(C=C1)C |r| 2-Oxo-2-[rac-(2R,5S)-5-methyl-2-(1-methylpyrazol-3-yl)-1-piperidyl]acetamide